4-fluoro-6-(3-fluoroazetidin-1-yl)-1-benzofuran-2-carboxylic acid FC1=CC(=CC2=C1C=C(O2)C(=O)O)N2CC(C2)F